FC=1C=CC(=C2C=C(N(C12)CCNC1=NC=NC(=C1)C1=CC(=C(C=C1)C1=CC(=NO1)O)OC)C#N)OC 7-Fluoro-1-(2-{6-[4-(3-hydroxy-isoxazol-5-yl)-3-methoxy-phenyl]-pyrimidin-4-ylamino}-ethyl)-4-methoxy-1H-indol-2-carbonitril